C(C)(C)(C)S(=O)(=O)N R-(+)-tert-butylsulfonamide